FC1=C2C=CC=NC2=CC=C1NC1=NC=NC2=CC(=CC(=C12)O[C@H](C)C1COC1)C=1C=NN(C1)CCO (R)-2-(4-(4-((5-fluoroquinolin-6-yl)amino)-5-(1-(oxetan-3-yl)ethoxy)quinazolin-7-yl)-1H-pyrazol-1-yl)ethan-1-ol